S(C=1C(=CC(=C(C1)C(C)(C)C)O)C)C=1C(=CC(=C(C1)C(C)(C)C)O)C 4,4'-thiobis(6-tert-butyl-3-cresol)